NC1=CC=C(C=C1)C1=C(C=C(C(=C1)C)C1=CC=C(C=C1)N)C 2,5-bis(4-aminophenyl)-1,4-xylene